NC1=C(C=2N(C(=N1)N1CCC3(CC1)[C@@H](C1=CC=CC=C1C3)N)C=CN2)SC2=C(C(=NC=C2)N)Cl (S)-1'-(7-amino-8-((2-amino-3-chloropyridin-4-yl)thio)imidazo[1,2-c]pyrimidin-5-yl)-1,3-dihydrospiro[inden-2,4'-piperidin]-1-amine